2-cyanoethyl (4-((dimethoxyphosphoryl) methyl) benzyl) diisopropylphosphoramidite C(C)(C)N(P(OCCC#N)OCC1=CC=C(C=C1)CP(=O)(OC)OC)C(C)C